BrC1=NC(=CC=C1)C(F)=C1CCN(CC1)CC(F)F 2-bromo-6-((1-(2,2-difluoroethyl)piperidin-4-ylidene)fluoromethyl)pyridine